octaallyloxytrisiloxane C(C=C)O[Si](O[Si](O[Si](OCC=C)(OCC=C)OCC=C)(OCC=C)OCC=C)(OCC=C)OCC=C